3-OXOISOINDOLIN-5-YLBORONIC ACID O=C1NCC2=CC=C(C=C12)B(O)O